indole-2-acrylic acid N1C(=CC2=CC=CC=C12)C=CC(=O)O